BrC1=C(CO)C=CC=C1 2-bromobenzyl alcohol